Dibenzo[c,e][1,2]dithiin C1=CC=CC=2SSC3=C(C21)C=CC=C3